C(\C=C\C)(=O)N1CC(C1)(C1=C(C(=CC=C1)Cl)C)NC1=CC=C2C(C(NC2=C1)=O)(C)C (E)-6-((1-(But-2-enoyl)-3-(3-chloro-2-methylphenyl)azetidin-3-yl)amino)-3,3-dimethylindolin-2-one